CC(=O)N[C@@H](CC1=CNC2=CC=CC=C21)C(=O)OCC3=CC(=CC(=C3)C(F)(F)F)C(F)(F)F N-acetyl-L-tryptophan 3,5-bis(trifluoromethyl) benzyl ester